C(C)(C)[C@@H]1CC2=C(C3=CC(C(=CN13)C(=O)OCC)=O)OC1=C2C=CC=C1OS(=O)(=O)C(F)(F)F ethyl (S)-6-isopropyl-2-oxo-11-(((trifluoromethyl)sulfonyl)oxy)-6,7-dihydro-2H-benzofuro[2,3-a]quinolizine-3-carboxylate